4-chloro-3-fluorobenzimidohydrazide, hydrochloride salt Cl.ClC1=C(C=C(C(NN)=N)C=C1)F